[Br-].C(C)(=O)OCCCCCCCCCC1=C(C=CC=C1)P(C1=CC=CC=C1)C1=CC=CC=C1 9-acetoxynonyl-triphenylphosphine bromide